C(CCCCCCCCCCCCCCCC)(=O)OCCOC(CCCCCCCCCCCCCCCC)=O ethylene glycol di-heptadecanoate